FC1([C@H](NC1)COC=1C(=CC(=NC1)C)C1=CC=2N(C=C1)N=C(C2)NC(=O)C2CC2)F |r| rac-N-[5-[5-[(3,3-difluoroazetidin-2-yl)methoxy]-2-methyl-4-pyridyl]pyrazolo[1,5-a]pyridin-2-yl]cyclopropanecarboxamide